Tert-butyl (R)-(1-(6-fluoroquinolin-2-yl)pyrrolidin-3-yl)carbamate FC=1C=C2C=CC(=NC2=CC1)N1C[C@@H](CC1)NC(OC(C)(C)C)=O